C1(=CC=CC=C1)C1=C2C=CC=CC2=C(C2=CC=CC=C12)C1=NC2=NC=CC=C2C=C1 2-(10-phenylanthracene-9-yl)naphthyridine